trans-4,4'-di(dimethylamino)stilbene CN(C1=CC=C(C=C1)\C=C\C1=CC=C(C=C1)N(C)C)C